C(C(C)C)NC1=NOC(=N1)[C@H](C)NC(OC(C)(C)C)=O tert-butyl N-[(1S)-1-[3-(isobutylamino)-1,2,4-oxadiazol-5-yl]ethyl]carbamate